O[C@]1(C[C@@H](CCC1)CN1C(N(C=2N=CN(C2C1=O)C)C)=O)C(F)(F)F 1-[[(1R,3R)-3-hydroxy-3-(trifluoromethyl)cyclohexyl]methyl]-3,7-dimethylpurine-2,6-dione